5-(5-(1-methylpiperidin-4-yloxy)pyridin-2-yl)-N-(3-methylpyridin-2-yl)-1,3,4-thiadiazol-2-amine CN1CCC(CC1)OC=1C=CC(=NC1)C1=NN=C(S1)NC1=NC=CC=C1C